5-(4,5-dichloro-2-(1-methyl-1H-pyrrol-3-yl)phenyl)-4-methyl-3-methylenedihydrofuran-2(3H)-one ClC1=CC(=C(C=C1Cl)C1C(C(C(O1)=O)=C)C)C1=CN(C=C1)C